2-(2-(ethylsulfonyl)-7-methylpyrazolo[1,5-a]pyrimidin-3-yl)-3-methyl-6-(trifluoromethyl)-3H-imidazo[4,5-b]pyridine C(C)S(=O)(=O)C1=NN2C(N=CC=C2C)=C1C1=NC=2C(=NC=C(C2)C(F)(F)F)N1C